pentylenediamine terephthalate C(C1=CC=C(C(=O)O)C=C1)(=O)O.C(CCCCN)N